(3-(3-bromophenyl)oxetan-3-yl)(4-ethyl-4H-1,2,4-triazol-3-yl)methanol BrC=1C=C(C=CC1)C1(COC1)C(O)C1=NN=CN1CC